3-{[2-(4-chlorophenyl)imidazo[1,2-a]pyrimidin-3-yl]methyl}-N-(2,5-dimethylphenyl)-3,8-diazabicyclo[3.2.1]octane-8-carboxamide ClC1=CC=C(C=C1)C=1N=C2N(C=CC=N2)C1CN1CC2CCC(C1)N2C(=O)NC2=C(C=CC(=C2)C)C